COC1=CC=C2C(=CN=CC2=C1N1CCNCC1)N1C(NC(CC1)=O)=O 1-(7-methoxy-8-piperazin-1-yl-4-isoquinolinyl)hexahydropyrimidine-2,4-dione